[Cs].FC(C(C(C(C(F)(F)F)(F)F)(F)F)(F)F)(O)O perfluoro-n-pentanediol cesium salt